hydroxy-1,3,5-benzenetricarboxaldehyde OC1=C(C=C(C=C1C=O)C=O)C=O